FC(C(=O)O)(F)F.O=C1N(CC2=CC(=CC=C12)N1CC2(C1)CCNCC2)C2C(NC(CC2)=O)=O 3-(1-oxo-5-(2,7-diazaspiro[3.5]nonane-2-yl)isoindol-2-yl)piperidin-2,6-dione trifluoroacetate